(S)-quinuclidin-3-yl (5-(3-chloro-2-methylphenyl)-2,2-dimethyl-2,3-dihydro-1H-inden-1-yl)carbamat ClC=1C(=C(C=CC1)C=1C=C2CC(C(C2=CC1)NC(O[C@@H]1CN2CCC1CC2)=O)(C)C)C